N-(3-((4-aminothieno[2,3-d]pyrimidin-5-yl)ethynyl)-4-methylphenyl)-3-(2,2,2-trifluoroethyl)pyrrolidin-1-carboxamide NC=1C2=C(N=CN1)SC=C2C#CC=2C=C(C=CC2C)NC(=O)N2CC(CC2)CC(F)(F)F